N-(4-(2-methoxyethoxy)-2-(1-methyl-1H-pyrazol-4-yl)quinolin-6-yl)oxetane-3-carboxamide COCCOC1=CC(=NC2=CC=C(C=C12)NC(=O)C1COC1)C=1C=NN(C1)C